C(C)(C)(C)C=1C=C2C=CC(=CC2=CC1)C=O 6-(tert-butyl)-2-naphthaldehyde